N(=[N+]=[N-])C=1C(=C(C=CC1)[C@H]([C@H]1CCC(N1C(=O)OC(C)(C)C)(C)C)O)F tert-Butyl (R)-5-((R)-(3-azido-2-fluorophenyl)(hydroxy)methyl)-2,2-dimethyl-pyrrolidine-1-carboxylate